octahydro-2H-pyrrolo[3,4-c]pyridine-2,7-dicarboxylic acid 2-(tert-butyl) ester 7-ethyl ester C(C)OC(=O)C1C2C(CNC1)CN(C2)C(=O)OC(C)(C)C